Cl[C@H]1[C@@H]2COCCN([C@H]12)C=1C2=C(N=C(N1)OC([2H])([2H])[C@]13CCCN3[C@@H]([C@@H](C1)F)C)C(=C(N=C2)Cl)F (1S,7S,8S)-8-chloro-2-(7-chloro-8-fluoro-2-(((2R,3R,7aS)-2-fluoro-3-methyltetrahydro-1H-pyrrolizin-7a(5H)-yl)methoxy-d2)pyrido[4,3-d]pyrimidin-4-yl)-5-oxa-2-azabicyclo[5.1.0]octane